4-fluoro-4-methylvalerate FC(CCC(=O)[O-])(C)C